2-bromo-7-iodo-5-(p-toluenesulfonyl)-5H-pyrrolo[2,3-b]pyrazine BrC=1N=C2C(=NC1)N(C=C2I)S(=O)(=O)C2=CC=C(C)C=C2